C(N)(=O)[C@]1(CCC=2NC3=CC(=CC=C3C2C1)C)NC(OC(C)(C)C)=O (R)-tert-butyl (3-carbamoyl-7-methyl-2,3,4,9-tetrahydro-1H-carbazol-3-yl)carbamate